tert-butyl 4-(6-amino-3-pyridyl)-3,6-dihydro-2H-pyridine-1-carboxylate NC1=CC=C(C=N1)C=1CCN(CC1)C(=O)OC(C)(C)C